2-(5,6-difluoro-3-(3-(4-(trifluoromethyl)phenoxy)phenyl)ureido)-1H-indole FC=1C=C(C=C(C1F)NC(NC=1NC2=CC=CC=C2C1)=O)OC1=CC=C(C=C1)C(F)(F)F